C(C)(C)N1CC(C1)C1=CN(C2=C1C=NC(=C2)NC(C)=O)C2=NC(=CC(=C2)C)[C@]2(COCC2)OC (R)-N-(3-(1-Isopropylazetidin-3-yl)-1-(6-(3-methoxytetrahydrofuran-3-yl)-4-Methylpyridin-2-yl)-1H-pyrrolo[3,2-c]pyridin-6-yl)acetamide